C(C=CCCCCCCCCCCCCCCC)(=O)OC[C@@H](OC(C=CCCCCCCCCCCCCCCC)=O)COP(=O)(O)OCC[N+](C)(C)C 1,2-bis[(8Z)-octadecenoyl]-sn-glycero-3-phosphorylcholine